CC1=C(C(=O)OC(C)(C)C)C(=CC=C1)C1CCC(CC1)C(F)(F)F tert-butyl 2-methyl-6-(4-(trifluoromethyl)cyclohexyl)benzoate